ClC=1NN(C(=CC1)Cl)CC1=CC2=C(S1)CCC2 3,6-dichloro-N-(5,6-dihydro-4H-cyclopenta[b]thiophen-2-ylmethyl)pyridazine